tert-butyl (2-(4-(4-hydroxy-4-(5-(pyrimidin-2-yl)pyridin-2-yl)cyclohexyl)hexahydropyrrolo[3,2-b]pyrrol-1(2H)-yl)-2-oxoethyl)carbamate OC1(CCC(CC1)N1CCC2N(CCC21)C(CNC(OC(C)(C)C)=O)=O)C2=NC=C(C=C2)C2=NC=CC=N2